(S)-4-((tert-Butoxycarbonyl)(1-ethoxy-1-oxoprop-2-yl)amino)butanoic acid C(C)(C)(C)OC(=O)N(CCCC(=O)O)[C@H](C(=O)OCC)C